chlorobenzoxazine ClC=1NOC2=C(C1)C=CC=C2